(S)-N-(2,6-dimethylbenzyl)-N-(4-hydroxyphenyl)-3-(6-(3-(morpholinomethyl)-1,2,3,4-tetrahydroisoquinoline-2-carbonyl)benzo[d][1,3]dioxol-5-yl)-5,6,7,8-tetrahydroindolizine-1-carboxamide CC1=C(CN(C(=O)C=2C=C(N3CCCCC23)C2=CC3=C(OCO3)C=C2C(=O)N2CC3=CC=CC=C3C[C@H]2CN2CCOCC2)C2=CC=C(C=C2)O)C(=CC=C1)C